(E)-3-(3-Hexoxyphenyl)-1-(2-hydroxyphenyl)prop-2-en-1-one C(CCCCC)OC=1C=C(C=CC1)/C=C/C(=O)C1=C(C=CC=C1)O